CC1=CC=C(O1)C(CC(C#N)C=1SC=CC1)=O 4-(5-methylfuran-2-yl)-4-oxo-2-(thiophen-2-yl)butyronitrile